6-pentadecyl-pyridinealdoxime C(CCCCCCCCCCCCCC)C1=CC=CC(=N1)C=NO